C(=O)O.ClC=1C(=C(OCC#N)C=CC1C1=CN=C2N1C=CN=C2NC2=CC(=C(C=C2)C(=O)N2CCN(CC2)C(=O)[C@H]2CNCC2)C)F 2-[3-chloro-2-fluoro-4-[8-[3-methyl-4-[4-[(3R)-pyrrolidine-3-carbonyl]piperazine-1-carbonyl]anilino]imidazo[1,2-a]pyrazin-3-yl]phenoxy]acetonitrile formate